[Pt+2].CCC(CC(=O)[O-])=O.C[Pt+](C)C.CCC(CC(=O)[O-])=O.CCC(CC(=O)[O-])=O trimethylplatinum (methylacetoacetate) platinum (II)